[1-(3,5-dichlorophenyl)-7-methoxy-8-(1-methylpyrazol-3-yl)-4,5-dihydrobenzo[g]indazol-3-yl]-(3,3-dimethylmorpholin-4-yl)methanone ClC=1C=C(C=C(C1)Cl)N1N=C(C=2CCC3=C(C12)C=C(C(=C3)OC)C3=NN(C=C3)C)C(=O)N3C(COCC3)(C)C